BrC1=CC(=C(C=C)C=C1)O[C@H](C(=O)O)CCF (S)-2-(4-bromo-2-styrenyloxy)-4-fluorobutyric acid